COCCOC1CCC(CC1)N1C=CC=2N=C(N=C(C21)C(=O)N)N2C=NC(=C2)C ((1r,4r)-4-(2-methoxyethoxy)cyclohexyl)-2-(4-methyl-1H-imidazol-1-yl)-5H-pyrrolo[3,2-d]pyrimidine-4-carboxamide